N1CCC=2C1=NC=CC2C2=C1CNC(C1=C(C=C2)NC2=NC=C(C=C2)N2CCN(CC2)C)=O 4-(2,3-dihydro-1H-pyrrolo[2,3-b]pyridin-4-yl)-7-[[5-(4-methylpiperazin-1-yl)-2-pyridyl]amino]isoindolin-1-one